P(=O)(OC(C)CCC)(OC(C)CCC)OC(C)CCC tri-(2-pentyl) phosphate